sodium boron phosphorus oxysulfide O=S.[P].[B].[Na]